C(C)(=O)O[C@@H]1CN(CC[C@H]1NC1=NN2C(C=N1)=CN=C2C(C)C)C(=O)OC(C)(C)C tert-butyl (3R,4R)-3-(acetyloxy)-4-({7-isopropylimidazo[4,3-f][1,2,4]triazin-2-yl}amino)piperidine-1-carboxylate